C(C=C)(=O)N1C(CN(CC1)C=1C2=C(N=C(N1)OC[C@H]1N(CCC1)C)C=C(S2)C2=C(C=CC=C2F)OC(C=C)=O)CC#N 2-(4-(4-acryloyl-3-(cyanomethyl) piperazin-1-yl)-2-(((S)-1-methylpyrrolidin-2-yl) methoxy) thieno[3,2-d]pyrimidin-6-yl)-3-fluorophenylacrylate